(S)-3-(4-(2-(4-((R)-2-chloro-3-hydroxypropoxy)phenyl)propan-2-yl)phenoxy)propane-1,2-diol Cl[C@@H](COC1=CC=C(C=C1)C(C)(C)C1=CC=C(OC[C@H](CO)O)C=C1)CO